tert.-butyl-3-{[2-(4-bromophenyl)imidazo-[1,2-a]pyrimidin-3-yl]methyl}-3,8-diaza-bicyclo[3.2.1]octane-8-carboxylate C(C)(C)(C)OC(=O)N1C2CN(CC1CC2)CC2=C(N=C1N2C=CC=N1)C1=CC=C(C=C1)Br